N,N,4-trimethyl-2-(4-(4-methylpyrazolo[1,5-a]pyridin-2-yl)-1,4,6,7-tetrahydro-5H-imidazo[4,5-c]pyridin-5-yl)pyrimidine-5-carboxamide CN(C(=O)C=1C(=NC(=NC1)N1C(C2=C(CC1)NC=N2)C2=NN1C(C(=CC=C1)C)=C2)C)C